(R)-N-((R)-((1R,2R)-2-cyanocyclopropyl)(phenyl)methyl)-2-methylpropane-2-sulfinamide C(#N)[C@H]1[C@@H](C1)[C@@H](N[S@](=O)C(C)(C)C)C1=CC=CC=C1